N-(4-carbamimidoylbenzyl)-1-(4-(3-cyano-1H-pyrrol-1-yl)benzyl)-1H-pyrazole-4-carboxamide C(N)(=N)C1=CC=C(CNC(=O)C=2C=NN(C2)CC2=CC=C(C=C2)N2C=C(C=C2)C#N)C=C1